N-((4,4-difluorocyclohexyl)(5-(2-methoxy-1-(2-oxo-4-(trifluoromethyl)imidazolidin-1-yl)ethyl)benzo[d]oxazol-2-yl)methyl)-4-fluoro-1-methyl-1H-pyrazole-5-carboxamide FC1(CCC(CC1)C(NC(=O)C1=C(C=NN1C)F)C=1OC2=C(N1)C=C(C=C2)C(COC)N2C(NC(C2)C(F)(F)F)=O)F